CNCCCCCOCC(=O)OCC ethyl 2-(5-(methylamino)pentyloxy)acetate